5-bromo-3-cyclopropyl-2-methyl-pyridine BrC=1C=C(C(=NC1)C)C1CC1